C1(CC1)C1=NC=NC(=C1C1=NC=C2C(=N1)N(C(NC21CCC1)=O)CC1=CC=C(C=C1)C=1N(C=C(N1)C(F)(F)F)C)OC 7'-(4-cyclopropyl-6-methoxypyrimidin-5-yl)-1'-(4-(1-methyl-4-(trifluoromethyl)-1H-imidazol-2-yl)benzyl)-1'H-spiro[cyclobutane-1,4'-pyrimido[4,5-d]pyrimidin]-2'(3'H)-one